ClC=1C=C(C=CC1)N(C(C(=O)NC1=NC=NC(=C1)NCC=1N=C2N(C=C(C=C2)C2CC2)C1)C)C 2-((3-chlorophenyl)(methyl)amino)-N-(6-(((6-cyclopropyl-imidazo[1,2-a]pyridin-2-yl)methyl)amino)pyrimidin-4-yl)propanamide